trans-tert-butyl 4-acetyl-3-(5-chloro-2-fluoro-3-(2-fluoro-6-(methylcarbamoyl)pyridin-4-yl)phenyl)-2-methylpiperazine-1-carboxylate C(C)(=O)N1[C@H]([C@@H](N(CC1)C(=O)OC(C)(C)C)C)C1=C(C(=CC(=C1)Cl)C1=CC(=NC(=C1)C(NC)=O)F)F